Methyl 4-oxo-6,11-dihydro-4H-pyrimido[2,1-b]quinazoline-2-carboxylate O=C1C=C(N=C2NC3=CC=CC=C3CN21)C(=O)OC